CC=1C=C2C(NC=NC2=C(C1)C(=O)O)=O 6-methyl-4-oxo-3,4-dihydroquinazoline-8-carboxylic acid